methyl (1R)-7-(3-((3aS,4S,6S,7aR)-3a,5,5-trimethylhexahydro-4,6-methanobenzo[d][1,3,2]dioxaborol-2-yl)propyl)-2-azabicyclo[2.2.1]heptane-1-carboxylate C[C@]12[C@H](OB(O1)CCCC1[C@@]3(NCC1CC3)C(=O)OC)C[C@H]3C([C@@H]2C3)(C)C